dithienyl-triphenylamine S1C(=CC=C1)C=1C(=C(C=CC1)N(C1=CC=CC=C1)C1=CC=CC=C1)C=1SC=CC1